8-(p-tolyl)-2,3,4,5-tetrahydro-1H-pyrido[4,3-b]indole hydrochloride Cl.C1(=CC=C(C=C1)C1=CC=2C3=C(NC2C=C1)CCNC3)C